3-(((7-(2-aminopyrimidin-4-yl)-2,3-dihydrofuro[3,2-c]pyridin-4-yl)amino)methyl)-N-(5-(2-(methylamino)ethoxy)pyridin-2-yl)benzamide NC1=NC=CC(=N1)C=1C2=C(C(=NC1)NCC=1C=C(C(=O)NC3=NC=C(C=C3)OCCNC)C=CC1)CCO2